(3R)-7-Isopropyl-6-[(1-naphthyl)methyl]-4-oxo-1-thia-3a-aza-3-indancarboxylic acid C(C)(C)C=1C(=CC(N2[C@@H](CSC12)C(=O)O)=O)CC1=CC=CC2=CC=CC=C12